ClC1=NC=2C=3N(C4C(C2C=C1OCCCOC)CCC4(C)C)C=C(C(C3)=O)C(=O)OCC ethyl 2-chloro-3-(3-methoxypropoxy)-7,7-dimethyl-11-oxo-4b,5,6,7,7a,11-hexahydrocyclopenta[f]pyrido[1,2-h][1,7]naphthyridine-10-carboxylate